(N,N-diethylamino)propyl-trimethoxysilane C(C)N(CC)CCC[Si](OC)(OC)OC